6'-fluoro-N-(4-fluoro-3-(hydroxymethyl)benzyl)-4'-hydroxy-3',4'-dihydro-1'H-spiro[piperidine-4,2'-quinoline]-1-carboxamide FC=1C=C2C(CC3(NC2=CC1)CCN(CC3)C(=O)NCC3=CC(=C(C=C3)F)CO)O